C(C)[C@@H]1[C@H]([C@@H]1C=1C=NN(C1)C)C(=O)NC=1N=CC2=CC(=C(C=C2C1)N1CCN(CC1)[C@]1(COC[C@H]1F)C)C (1R,2S,3R)-2-ethyl-N-[6-[(3S,4S)-4-(4-fluoro-3-methyl-tetrahydrofuran-3-yl)piperazin-1-yl]-7-methyl-3-isoquinolinyl]-3-(1-methylpyrazol-4-yl)cyclopropanecarboxamide